[2-(2-ethoxypyridin-3-yl)pyrimidin-5-yl]methanol C(C)OC1=NC=CC=C1C1=NC=C(C=N1)CO